7-chloro-4-(1-methyl-1H-1,2,3-triazol-4-yl)-1-((2-(trimethylsilyl)ethoxy)methyl)-1H-indazole Ethyl-(R)-4-(tert-butyl)benzenesulfinate C(C)O[S@@](=O)C1=CC=C(C=C1)C(C)(C)C.ClC=1C=CC(=C2C=NN(C12)COCC[Si](C)(C)C)C=1N=NN(C1)C